F[C@@H]1COCC[C@H]1NC1=NC=C(C(=N1)NC1CCC(CC1)(C(=O)N)C)[N+](=O)[O-] (1S,4s)-4-((2-(((3S,4R)-3-fluorotetrahydro-2H-pyran-4-yl)amino)-5-nitropyrimidin-4-yl)amino)-1-methylcyclohexane-1-carboxamide